C(#N)C1=CN=C2N1N=C(C=C2NC2=CC=C(C(=N2)OCC(F)F)C(=O)N(C2COC2)C)NC2CCOCC2 6-({3-Cyano-6-[(oxan-4-yl)amino]imidazo[1,2-b]pyridazin-8-yl}amino)-2-(2,2-difluoroethoxy)-N-methyl-N-(oxetan-3-yl)pyridin-3-carboxamid